C(C)(C)(C)OC(=O)N1[C@@H]([C@@H](NCC1)CO)C (2R,3R)-3-(hydroxymethyl)-2-methylpiperazine-1-carboxylic acid tert-butyl ester